methyl 2-(4-fluorophenyl)-1-methyl-1H-imidazo[4,5-b]pyrazine-6-carboxylate FC1=CC=C(C=C1)C1=NC=2C(=NC(=CN2)C(=O)OC)N1C